C1(CCCCC1)P(C1=C(C=CC=C1)C1=C(C=CC=C1N(C)C)N(C)C)C1CCCCC1 2-(2-dicyclohexylphosphanylphenyl)-1-N,1-N,3-N,3-N-tetramethylbenzene-1,3-diamine